(2R,4R)-6-chloro-4-hydroxy-N-(3-{4-[(1R,3R)-3-(trifluoromethoxy)cyclopentyl]-1H-1,2,3-triazol-1-yl}bicyclo[1.1.1]pentan-1-yl)-3,4-dihydro-2H-1-benzopyran-2-carboxamide ClC=1C=CC2=C([C@@H](C[C@@H](O2)C(=O)NC23CC(C2)(C3)N3N=NC(=C3)[C@H]3C[C@@H](CC3)OC(F)(F)F)O)C1